ClC=1C(=CC(=C(C1)[C@H](N[S@@](=O)C(C)(C)C)C1CCN(CC1)C(=O)[C@@H]1OC(OC1)(C)C)O)CO (S)-N-[(R)-[5-chloro-2-hydroxy-4-(hydroxymethyl)phenyl]([1-[(4R)-2,2-dimethyl-1,3-dioxolane-4-carbonyl]piperidin-4-yl])methyl]-2-methylpropane-2-sulfinamide